FC1(CCC(CC1)[C@@H](C(=O)NC=1C=C2CC(CC2=CC1)(C(=O)O)N1CC2(CC2)CNC1=O)NC(=O)C1=NON=C1C)F 5-((S)-2-(4,4-difluorocyclohexyl)-2-(4-methyl-1,2,5-oxadiazole-3-carboxamido)acetamido)-2-(6-oxo-5,7-diazaspiro[2.5]octan-5-yl)-2,3-dihydro-1H-indene-2-carboxylic acid